Ethyl 7-((3-fluoro-6-methyl-5,5-dioxido-6,11-dihydrodibenzo[c,f][1,2]thiazepin-11-yl)amino)heptanoate FC1=CC2=C(C(C3=C(N(S2(=O)=O)C)C=CC=C3)NCCCCCCC(=O)OCC)C=C1